ClCC1=C(C=C(C=C1)S(=O)(=O)C)F 1-(chloromethyl)-2-fluoro-4-methanesulfonyl-benzene